4-(benzyloxy)dihydrofuran-3(2H)-one C(C1=CC=CC=C1)OC1C(COC1)=O